(S)-N-(3,4-Dihydroisoquinolin-2(1H)-yl-2-hydroxypropyl)-6-(piperidin-4-ylamino)pyrimidine-4-carboxamide (4S,5S)-ethyl-5-(2-chlorothiazol-5-yl)-2,2-dimethyl-1,3-dioxolane-4-carboxylate C(C)OC(=O)[C@H]1OC(O[C@@H]1C1=CN=C(S1)Cl)(C)C.C1N(CCC2=CC=CC=C12)C[C@H](CNC(=O)C1=NC=NC(=C1)NC1CCNCC1)O